N-[4-fluoro-2-methyl-5-[[4-(trifluoromethyl)phenyl]methylcarbamoyl]phenyl]-2-methyl-1,3-thiazole-5-carboxamide FC1=CC(=C(C=C1C(NCC1=CC=C(C=C1)C(F)(F)F)=O)NC(=O)C1=CN=C(S1)C)C